(R)-N,N-Dimethyl-2-(pyrrolidin-3-yloxy)ethan-1-amine CN(CCO[C@H]1CNCC1)C